PYRIDAZINE-4-CARBALDEHYDE N1=NC=C(C=C1)C=O